6-methyl-1-pivaloyl-indole CC1=CC=C2C=CN(C2=C1)C(C(C)(C)C)=O